Cl.NCC(=O)NC1=CC=CC=C1 2-amino-N-phenylacetamide hydrochloride